BrC1=CC(=CC=2N(C=NC21)C)O 4-Bromo-1-methyl-1H-benzo[d]imidazol-6-ol